O=C1N(C(C2=CC=CC=C12)=O)OC1CCN(CC1)C(=O)OC(C)(C)C tertbutyl 4-[(1,3-dioxo-1,3-dihydro-2H-isoindol-2-yl)oxy]piperidine-1-carboxylate